OC1=C(C=CC(=C1O)O)C(=O)C1=CC(=C(C(=C1)O)O)O (2,3,4-trihydroxyphenyl)(3,4,5-trihydroxyphenyl)methanone